(3-(2,5-dimethyl-1H-pyrrol-1-yl)-1-methyl-1H-pyrazol-5-yl)boronic acid CC=1N(C(=CC1)C)C1=NN(C(=C1)B(O)O)C